(S)-5-(2-(sec-butylamino)-7H-pyrrolo[2,3-d]pyrimidin-5-yl)-N-(2,2-difluoroethyl)pyrazolo[1,5-a]pyridine-3-carboxamide [C@H](C)(CC)NC=1N=CC2=C(N1)NC=C2C2=CC=1N(C=C2)N=CC1C(=O)NCC(F)F